[NH4+].C(CCCCCCCCCCCCCCCCC)(=O)NCCCCC(C(=O)[O-])(CCCCCCCCCCCCCC)C stearamidopropyl-dimethyl-(myristylacetic acid) ammonium salt